[Pt+2].C(C)[Si](C(C(=O)CCC)C(=O)CCC)(OC)OC.C(C)[Si](C(C(=O)CCC)C(=O)CCC)(OC)OC bis[2-(ethyldimethoxysilyl)1,3-dipropyl-1,3-propanedione] platinum (II)